trans-thymine N1C(=O)NC(=O)C(C)=C1